NC1=CC=C(C=C1)C=1NC(C(=C(N1)C1=CC=CC=C1)C#N)S 2-(4-aminophenyl)-6-mercapto-4-phenyl-1,6-dihydropyrimidine-5-carbonitrile